naphthalen-1-ylmethyl-phosphonic acid C1(=CC=CC2=CC=CC=C12)CP(O)(O)=O